4-(4-(6-amino-5-(5-phenyl-1,3,4-oxadiazol-2-yl)pyridin-3-yl)-1H-pyrazol-1-yl)piperidine-1-carboxylic acid tert-butyl ester C(C)(C)(C)OC(=O)N1CCC(CC1)N1N=CC(=C1)C=1C=NC(=C(C1)C=1OC(=NN1)C1=CC=CC=C1)N